N[C@@H]1C[C@H](CC1)NC1=CC=C(C=N1)N1C(C(=CC=C1)C)=O 6'-(((1S,3S)-3-aminocyclopentyl)amino)-3-methyl-2H-[1,3'-bipyridin]-2-one